N-(1-(5-(3-cyano-6-(2-hydroxy-2-methylpropoxy)pyrazolo[1,5-a]pyridin-4-yl)pyrazin-2-yl)-4-methylpiperidin-4-yl)-5-fluoro-2-(trifluoromethyl)benzamide aluminum [Al].C(#N)C=1C=NN2C1C(=CC(=C2)OCC(C)(C)O)C=2N=CC(=NC2)N2CCC(CC2)(C)NC(C2=C(C=CC(=C2)F)C(F)(F)F)=O